ClC1COC(C(O1)C1=C(NC2=CC=CC=C12)C)Cl 2,5-dichloro-4-(2-methyl-1H-indol-3-yl)-3,6-dioxan